Methyl-propiophenone CC(C(=O)C1=CC=CC=C1)C